2,2-difluoro-1-(5-(2-((4-(trifluoromethyl)phenyl)amino)phenyl)-1,3,4-oxadiazol-2-yl)ethanol FC(C(O)C=1OC(=NN1)C1=C(C=CC=C1)NC1=CC=C(C=C1)C(F)(F)F)F